FC1=CN=C2NC(=NC2=C1C1CCN(CC1)C(=O)C1=CC=C(C=C1)OC(F)(F)F)C1CNCCC1 {4-[6-fluoro-2-(3-piperidyl)-3H-1,3,4-triazainden-7-yl]-1-piperidyl}(4-trifluoromethoxyphenyl)methanone